N[C@H](C(=O)O)CC(=O)C1=CC=C(C=C1)C (S)-2-amino-3-(p-toluoyl)propanoic acid